Cl.N1N=CC2=CC=C(C=C12)C1=NC(=NC(=N1)NCC1N(CC2=CC=CC=C12)C)N 6-(1H-indazol-6-yl)-N2-[(2-methylisoindolin-1-yl)methyl]-1,3,5-triazine-2,4-diamine hydrochloride